COC(=O)C1N(CC(C1)C1=C(C=C(C(=C1)N(O)CC1CC1)OC(F)F)S(=O)(=O)C)C(C)=O 1-acetyl-4-(5-((cyclopropylmethyl)(hydroxy)amino)-4-(difluoromethoxy)-2-(methylsulfonyl)phenyl)pyrrolidine-2-carboxylic acid methyl ester